O1CCN(CC1)C1=NC(=C2C=CC=NC2=C1)OC1CCC(CC1)C(=O)NC1=NC=CC=C1 (1S,4S)-4-((7-morpholino-1,6-naphthyridin-5-yl)oxy)-N-(pyridin-2-yl)cyclohexane-1-carboxamide